C(C)N1C2=NC(=NC(=C2N=C1)N[C@@H]1CN(CC1)S(=O)(=O)CF)N[C@@H](CO)C(C)C (R)-2-((9-ethyl-6-(((S)-1-(fluoromethylsulfonyl)pyrrolidin-3-yl)amino)-9H-purin-2-yl)amino)-3-methylbutan-1-ol